thiophenyl-bipyridine S1C(=CC=C1)C=1C(=NC=CC1)C1=NC=CC=C1